6-bromo-1-methyl-2,3-dihydro-1H-indazol-3-one BrC1=CC=C2C(NN(C2=C1)C)=O